2-[2-(2-methylprop-2-enoyloxy)ethylcarbamoylamino]ethanoic acid, sodium salt [Na+].CC(C(=O)OCCNC(=O)NCC(=O)[O-])=C